tert-butyl 2-((trans-4-((tert-butoxycarbonyl)amino)cyclohexyl)oxy)acetate C(C)(C)(C)OC(=O)N[C@@H]1CC[C@H](CC1)OCC(=O)OC(C)(C)C